BrC1=C(C(=CC=C1)C=C(F)F)OCOC 1-bromo-3-(2,2-difluorovinyl)-2-(methoxymethoxy)benzene